C(C1=CC=CC=C1)(=O)ONC(OC(C)(C)C)=O tert-butyl (benzoyloxy)carbamate